FC1(CNC2=CC=CC=C12)F 3,3-difluoro-indolin